2,2'-bipyridine-6-carbonitrile N1=C(C=CC=C1C#N)C1=NC=CC=C1